N-((2S,3S)-4,4-difluoro-3-hydroxy-1-(hydroxyamino)-3-methyl-1-oxobutan-2-yl)-3-fluoro-4-((4-(morpholinomethyl)phenyl)-ethynyl)benzamide FC([C@@]([C@@H](C(=O)NO)NC(C1=CC(=C(C=C1)C#CC1=CC=C(C=C1)CN1CCOCC1)F)=O)(C)O)F